C(C)(=O)NC1=C(C(=O)O)C(=CC=C1)[N+](=O)[O-] 2-acetamido-6-nitro-benzoic acid